Dimethyl 4-(1H-1,2,3-triazol-5-yl)phthalate N1N=NC=C1C=1C=C(C(C(=O)OC)=CC1)C(=O)OC